3-(4-dodecyl-styryl)-5-(4-dodecyl-phenyl)-pyrazoline C(CCCCCCCCCCC)C1=CC=C(C=CC=2NNC(C2)C2=CC=C(C=C2)CCCCCCCCCCCC)C=C1